C(C)(=O)C1=NN(C2=CC=C(C=C12)C(=O)NC(C)C1=CC=CC=C1)CC(=O)N(C(C)C)CC(=O)NCC1=C(C(=CC=C1)Cl)F 3-acetyl-1-(2-((2-((3-chloro-2-fluorobenzyl)amino)-2-oxoethyl)(isopropyl)amino)-2-oxoethyl)-N-(1-phenylethyl)-1H-indazole-5-carboxamide